5-benzyl-3-((2-chloro-4,5-difluorobenzamido)methyl)-N-((R)-3-methyl-1-((3aS,4S,6S,7aR)-3a,5,5-trimethylhexahydro-4,6-methanobenzo[d][1,3,2]dioxaborol-2-yl)butyl)-4,5-dihydroisoxazole C(C1=CC=CC=C1)C1CC(N(O1)[C@@H](CC(C)C)B1O[C@@]2([C@H](O1)C[C@H]1C([C@@H]2C1)(C)C)C)CNC(C1=C(C=C(C(=C1)F)F)Cl)=O